FC1(CN(CC1)CCOC1=CC=C(CCNC2=NC=3N(C(=N2)N)N=C(N3)C=3OC=CC3)C=C1)F N5-(4-(2-(3,3-difluoropyrrolidin-1-yl)ethoxy)phenethyl)-2-(furan-2-yl)-[1,2,4]triazolo[1,5-a][1,3,5]triazine-5,7-diamine